CC(C)=CCC(C(CC)=O)C 2,5-dimethyl-2-octen-6-one